OC(=O)C(F)(F)F.CN1CC(CCC1)C(=O)NC=1C=C2CNCC2=C(C1)C1=CC=CC=C1 1-methyl-N-(7-phenylisoindolin-5-yl)piperidine-3-carboxamide TFA salt